2-((2r,5s)-4-(6-cyano-1-methyl-2-oxo-1,2-dihydropyrido[3,2-d]pyrimidin-4-yl)-2-ethyl-5-methylpiperazin-1-yl)-3-methylbutanoic acid C(#N)C=1C=CC=2N(C(N=C(C2N1)N1C[C@H](N(C[C@@H]1C)C(C(=O)O)C(C)C)CC)=O)C